N-{(1S)-1-[5-(1H-pyrazol-4-yl)pyridin-3-yl]ethyl}pyrimidin-4-amine N1N=CC(=C1)C=1C=C(C=NC1)[C@H](C)NC1=NC=NC=C1